NC=1C=CC(=C(C1)NC(C)=O)N(C)CCN(C)C N-(5-amino-2-((2-(dimethylamino)ethyl)(methyl)amino)phenyl)acetamide